2-hydroxy-1-[4-{4-(2-hydroxy-2-methylpropionyl)-benzyl}-phenyl]-2-methylpropan-1-one OC(C(=O)C1=CC=C(C=C1)CC1=CC=C(C=C1)C(C(C)(C)O)=O)(C)C